trans-2-((5-(2-([2,2'-bipyrimidin]-5-yl)cyclopropyl)-2,3-difluorophenyl)(methyl)amino)ethan-1-ol sodium [Na].N1=C(N=CC(=C1)[C@H]1[C@@H](C1)C=1C=C(C(=C(C1)N(CCO)C)F)F)C1=NC=CC=N1